C(#N)C=1C=C(O[C@@H]2CN(CCC2)C(=O)OC(C)(C)C)C=C(C1)C=1SC(=CN1)C Tert-butyl (3S)-3-[3-cyano-5-(5-methyl-1,3-thiazol-2-yl)phenoxy]piperidine-1-carboxylate